N-[1-methyl-2-(4-methyl-1H-1,3-benzodiazol-5-yl)pyrrolo[2,3-c]pyridin-5-yl]cyclopropanecarboxamide CN1C(=CC=2C1=CN=C(C2)NC(=O)C2CC2)C2=C(C1=C(NC=N1)C=C2)C